Cl.N1=CC(=CC=C1)C1C[C@H](NC1)CO (S)-(4-(pyridin-3-yl)pyrrolidin-2-yl)methanol hydrochloride